COC1=CC2=C(C=NCS2)C=C1 7-Methoxy-2H-benzo[e][1,3]thiazine